COCCN1N=C(C(=C1)NC(=O)C=1N=C(SC1)C=1C(=NNC1)C)C1=NC=CC=C1 N-(1-(2-methoxyethyl)-3-(pyridin-2-yl)-1H-pyrazol-4-yl)-2-(3-methyl-1H-pyrazol-4-yl)thiazole-4-carboxamide